2H-chromene-2-one O1C(C=CC2=CC=CC=C12)=O